exo-3-phenyl-8-azabicyclo[3.2.1]octane hydrochloride Cl.C1(=CC=CC=C1)C1CC2CCC(C1)N2